[Si](C)(C)(C(C)(C)C)O[C@H]1[C@@H](O[C@@]([C@H]1O[Si](C)(C)C(C)(C)C)(CO[Si](C)(C)C(C)(C)C)F)N1C(=O)NC(=S)C=C1 2',3',5'-tri-O-(t-butyldimethylsilyl)-4'-fluoro-4-thiouridine